O[C@H]1[C@H](O)[C@@H](O)[C@H](O)[C@H](O1)CO[C@H]1[C@H](O)[C@H](O)[C@@H](O)[C@@H](O1)C β-rutinose